C(C)(C)(C)OC(=O)N[C@H](CC1=CC=CC=C1)C(=O)O (t-butoxycarbonyl)-D-phenylalanine